C12CNCC(N1C=1SC3=C(N1)C=CC(=C3)C(=O)NC3CCCC3)C2 2-(3,6-diazabicyclo-[3.1.1]heptan-6-yl)-N-cyclopentylbenzo-[d]thiazole-6-carboxamide